bisphenol potassium salt [K].C1(=CC=CC=C1)O.C1(=CC=CC=C1)O